N-t-butoxycarbonyl-4-hydroxy-3-fluoroaniline C(C)(C)(C)OC(=O)NC1=CC(=C(C=C1)O)F